(S)-4-(4-(tert-butyl)benzyl)-1-(4-fluoro-2-(trifluoromethyl)phenyl)-2-methylpiperazine hydrochloride Cl.C(C)(C)(C)C1=CC=C(CN2C[C@@H](N(CC2)C2=C(C=C(C=C2)F)C(F)(F)F)C)C=C1